ClC=1C(=NC=C(C1)C(F)(F)F)C(=O)NC(NC1=C(C=C(C=C1)C)C(C)C)=O 3-chloro-N-((2-(isopropyl)-4-methylphenyl)carbamoyl)-5-(trifluoromethyl)picolinamide